CC=1N(C(C2=C(N1)C(=NC(=C2)N2C[C@@H](OCC2)C=2C=NN(C2)C)C=2C=NC(=CC2)C(F)(F)F)=O)C (S)-2,3-dimethyl-6-(2-(1-methyl-1H-pyrazol-4-yl)morpholino)-8-(6-(trifluoromethyl)pyridin-3-yl)pyrido[3,4-d]pyrimidin-4(3H)-one